INDAZOLINONE C1=CC=C2C(=C1)C(=O)NN2